5-Propyl-2-[1-(2,2,2-trifluoroethyl)pyrazol-4-yl]-3H-imidazo[2,1-b]purin-4-on C(CC)N1C=2N(C=3N=C(NC3C1=O)C=1C=NN(C1)CC(F)(F)F)C=CN2